[2-[[(2R)-2-[[(2R)-2-amino-3-phenyl-propionyl] amino]-3-cyclopropyl-propionyl] amino] hexanoyl] piperidine-4-carboxylate N1CCC(CC1)C(=O)OC(C(CCCC)NC([C@@H](CC1CC1)NC([C@@H](CC1=CC=CC=C1)N)=O)=O)=O